CN(C1CC(CCC1)NC(=O)C1=NC(=NC=C1)C=1C=C2C(=CC=NC2=CC1)NC(C=C)=O)C N-[3-(dimethylamino)cyclohexyl]-2-[4-(prop-2-enamido)quinolin-6-yl]pyrimidine-4-carboxamide